C1(=CC=CC=C1)S(=O)(=O)N[C@H](C(=O)N(CC=1SC=CC1)CC=1SC=CC1)CCCC (2S)-2-[(benzenesulfonyl)amino]-N,N-bis(2-thienylmethyl)hexanamide